(R)-N-(5-(1-((2-amino-5-chloropyridin-3-yl)oxy)ethyl)-phenyl)-3-(methylsulfonyl)-4-(trifluoromethyl)benzamide NC1=NC=C(C=C1O[C@H](C)C=1C=CC=C(C1)NC(C1=CC(=C(C=C1)C(F)(F)F)S(=O)(=O)C)=O)Cl